(R)-1-(2-(4-(9-benzyl-6-(1-methyl-cyclopropoxy)-9H-purin-8-yl)-3-chlorophenoxy)ethyl)pyrrolidin-3-ol C(C1=CC=CC=C1)N1C2=NC=NC(=C2N=C1C1=C(C=C(OCCN2C[C@@H](CC2)O)C=C1)Cl)OC1(CC1)C